3,5-dinitro-catechol [N+](=O)([O-])C1=C(C(O)=CC(=C1)[N+](=O)[O-])O